C(C)[C@]1(C(OCC=2C(N3CC=4C(=NC=5C=C(C(=C6C5C4[C@H](CC6)NC(C(CO)(C)C)=O)C)F)C3=CC21)=O)=O)O N-((1S,9S)-9-ethyl-5-fluoro-9-hydroxy-4-methyl-10,13-dioxo-2,3,9,10,13,15-hexahydro-1H,12H-benzo[de]pyrano[3',4':6,7]indolizino[1,2-b]quinolin-1-yl)-3-hydroxy-2,2-dimethylpropanamide